6-(2-(2-methyl-6-(trifluoromethyl)pyrimidin-4-yl)-2,8-diazaspiro[4.5]decan-8-yl)-5-propyl-1,5-dihydro-4H-pyrazolo[3,4-d]pyrimidin-4-one CC1=NC(=CC(=N1)N1CC2(CC1)CCN(CC2)C=2N(C(C1=C(N2)NN=C1)=O)CCC)C(F)(F)F